bis(tertbutylperoxyisopropyl)benzene C(C)(C)(C)OOC(C)(C)C1=C(C=CC=C1)C(C)(C)OOC(C)(C)C